CC1=CCC[C@]2([C@H]1CC(=C(C)C)CC2)C eudesma-3,7(11)-diene